N1(CCC[C@H]2CCCC[C@H]12)C([C@@H](CCNCC(F)F)N(CC1=C(C=C(C=C1)OC)OC)C1CC1)=O (2R)-1-[(4aR,8aS)-decahydroquinolin-1-yl]-2-{cyclopropyl[(2,4-dimethoxyphenyl)methyl]amino}-4-[(2,2-difluoroethyl)amino]butan-1-one